N,3-dimethyl-1-(trifluoromethyl)-4,5,6,7-tetrahydro-2-benzothiophen-5-amine hydrochloride Cl.CNC1CC=2C(=C(SC2C)C(F)(F)F)CC1